4-(2-methyl-2H-tetrazol-5-yl)-N-(4-(1-(2,2,2-trifluoroethyl)-1H-pyrazol-4-yl)quinolin-8-yl)benzamide CN1N=C(N=N1)C1=CC=C(C(=O)NC=2C=CC=C3C(=CC=NC23)C=2C=NN(C2)CC(F)(F)F)C=C1